ClC1=C(C=C(C=C1)F)C1NC(C2C1=C(C=C1N2C=CN1)NC(C1=CC(=CC(=C1)C(F)(F)F)F)=O)=O N-(3-(2-chloro-5-fluorophenyl)-1-oxo-2,3,6,9a-tetrahydro-1H-imidazo[1,2-a]pyrrolo[3,4-e]pyridin-4-yl)-3-fluoro-5-(trifluoromethyl)benzamide